5-(2-cyclopropyl-1H-pyrrolo[2,3-b]pyridin-4-yl)-1H-indazol-3-amine C1(CC1)C1=CC=2C(=NC=CC2C=2C=C3C(=NNC3=CC2)N)N1